1-(3-fluoro-1-bicyclo[1.1.1]pentanyl)-3-[[2-(2,2,2-trifluoroethyl)pyridin-4-yl]methyl]urea FC12CC(C1)(C2)NC(=O)NCC2=CC(=NC=C2)CC(F)(F)F